2-(4-oxaspiro[chromane-2,1'-cyclopentane]-6-yl)acetic acid C12(CCCC1)OC1=CC=C(C=C1OC2)CC(=O)O